P(=O)(O)(O)OCC(N)(CO)CO trometamol phosphate